N-[2-[4-[4-[5-cyano-6-[(2S)-2-methylazetidin-1-yl]-4-(trifluoromethyl)-2-pyridinyl]pyrazol-1-yl]-1-piperidinyl]-2-oxo-ethyl]carbamic acid tert-butyl ester C(C)(C)(C)OC(NCC(=O)N1CCC(CC1)N1N=CC(=C1)C1=NC(=C(C(=C1)C(F)(F)F)C#N)N1[C@H](CC1)C)=O